OC1=NN2C(C=CC=C2)=C1C(=O)NC1=C(C=C(C(=C1)C)OC1=CC=CC=C1)OC(C)CCC 2-Hydroxy-N-(5-methyl-2-(pentan-2-yloxy)-4-phenoxyphenyl)pyrazolo[1,5-a]pyridine-3-carboxamide